CC1=C(C=CC=C1)NC=1C=C2OC3=CC=C4C(=C3C3(OC(C5=CC=CC=C35)=O)C2=CC1)C=CC=C4 9-[(2-Methylphenyl)amino]spiro[12H-benzo[a]xanthene-12,1'(3'H)-isobenzofuran]-3'-one